8-[(1-{amino[1-(carboxymethyl)-1H-imidazol-4-yl]acetyl}azetidin-3-yl)oxy]-4,4-dihydroxy-5-oxa-4-boranuidabicyclo[4.4.0]deca-1(6),7,9-triene-7-carboxylic acid trisodium salt [Na+].[Na+].[Na+].NC(C(=O)N1CC(C1)OC1=C(C=2O[B-](CCC2C=C1)(O)O)C(=O)O)C=1N=CN(C1)CC(=O)O.NC(C(=O)N1CC(C1)OC1=C(C=2O[B-](CCC2C=C1)(O)O)C(=O)O)C=1N=CN(C1)CC(=O)O.NC(C(=O)N1CC(C1)OC1=C(C=2O[B-](CCC2C=C1)(O)O)C(=O)O)C=1N=CN(C1)CC(=O)O